1-tert-butyl 2-methyl (2R,4R)-4-amino-1,2-pyrrolidinedicarboxylate hydrochloride Cl.N[C@@H]1C[C@@H](N(C1)C(=O)OC(C)(C)C)C(=O)OC